C(C=C)(=O)N1C[C@@H]2COC3=C(C(N2CC1)=O)C(=NC(=C3Cl)C3=C(C=CC=C3O)F)N3[C@H]([C@H](C3)O)C (6aR)-8-acryloyl-4-chloro-3-(2-fluoro-6-hydroxyphenyl)-1-((2S,3S)-3-hydroxy-2-methylazetidin-1-yl)-6,6a,7,8,9,10-hexahydro-12H-pyrazino[2,1-c]pyrido[3,4-f][1,4]oxazepin-12-one